6-(5-amino-4-fluoro-6-(trifluoromethyl)pyridin-2-yl)-N2,N4-bis((R)-1-cyclopropylethyl)-1,3,5-triazine-2,4-diamine NC=1C(=CC(=NC1C(F)(F)F)C1=NC(=NC(=N1)N[C@H](C)C1CC1)N[C@H](C)C1CC1)F